epoxybromooctane methyl-(E)-2-(2-[3,5-dichloro-phenoxy]pyridin-3-yl)-3-methoxyacrylate COC(\C(=C\OC)\C=1C(=NC=CC1)OC1=CC(=CC(=C1)Cl)Cl)=O.BrC1C(CCCCCC)O1